C=1N=CN2C1C1=CC=CC=C1[C@@H]2[C@@]2([C@H](C(CCC2)(C)C)O)C (1S,2R)-2-((R)-5H-imidazo[5,1-a]isoindol-5-yl)-2,6,6-trimethylcyclohexane-1-ol